2-(6-{5-chloro-2-[(oxacyclohex-4-yl)amino]pyrimidin-4-yl}-1-oxo-2,3-dihydro-1H-isoindol-2-yl)-N-(1-phenylcyclobutyl)acetamide ClC=1C(=NC(=NC1)NC1CCOCC1)C1=CC=C2CN(C(C2=C1)=O)CC(=O)NC1(CCC1)C1=CC=CC=C1